2-amino-5-chloro-N-(2-chloro-4,6-difluorophenyl)-3-methylbenzamide NC1=C(C(=O)NC2=C(C=C(C=C2F)F)Cl)C=C(C=C1C)Cl